ClC1=C(C=CC(=C1)F)C1=CC(OC2=CC(=CC=C12)C[C@@H](C(=O)N1C[C@H](CCC1)C(=O)OCC)C)=O Ethyl (S)-1-((S)-3-(4-(2-chloro-4-fluorophenyl)-2-oxo-2H-chromen-7-yl)-2-methylpropanoyl)piperidine-3-carboxylate